C(C1=CC=CC=C1)OC=1C=C2C(=C(N(C2=CC1)C1=CC(=C(C=C1)F)C)C(F)(F)F)C1C(CC1)(C(=O)O)C (5-(benzyloxy)-1-(4-fluoro-3-methylphenyl)-2-(trifluoromethyl)-1H-indol-3-yl)-1-methylcyclobutane-1-carboxylic acid